NC1=C2C(=NC=N1)N(N=C2C2=CC=C(C=C2)OC2=CC=CC=C2)[C@H]2CN(CCC2)C(=O)N2CCN(CC2)CCCC2CCN(CC2)C=2C=C1CN(C(C1=CC2)=O)C2C(NC(CC2)=O)=O 3-(5-(4-(3-(4-((R)-3-(4-amino-3-(4-phenoxyphenyl)-1H-pyrazolo[3,4-d]pyrimidin-1-yl)piperidine-1-carbonyl)piperazin-1-yl)propyl)piperidin-1-yl)-1-oxoisoindolin-2-yl)piperidine-2,6-dione